(N-methylcyclohexylamino)methyldivinylsilane CN(C1CCCCC1)C[SiH](C=C)C=C